FC(OC[C@@H](C1=CC(=CC=C1)OC(F)F)NC(CC(C1(CC1)C(F)(F)F)=O)=O)F (R)-N-(2-(difluoromethoxy)-1-(3-(difluoromethoxy)phenyl)ethyl)-3-oxo-3-(1-(trifluoro-methyl)cyclopropyl)propanamide